N1N=CC2=NC(=CC=C21)C=2N=C(C1=C(N2)C(=CS1)C1=NC=CC=C1)O 2-(1H-pyrazolo[4,3-b]pyridin-5-yl)-7-(pyridin-2-yl)thieno[3,2-d]pyrimidin-4-ol